3-(2-chloro-3-fluoropyridin-4-yl)propan-1-ol ClC1=NC=CC(=C1F)CCCO